C(C1=CC=CC=C1)C1=NO[C@H]2[C@@H](O1)C=CN([C@@H]2C2=CC(=CC=C2)C(F)(F)F)C(=O)OCC2=CC=CC=C2 Benzyl (4aS,8R,8aR)-3-benzyl-8-(3-(trifluoromethyl)phenyl)-8,8a-dihydropyrido[4,3-e][1,4,2]dioxazine-7(4aH)-carboxylate